C12CN(CC2C1)C1=C(C(=C(C=C1)CN1C=NC(=C1)C(=O)OCC)C)C#N ethyl 1-[(4-{3-azabicyclo[3.1.0]hexan-3-yl}-3-cyano-2-methylphenyl)methyl]-1H-imidazole-4-carboxylate